N(C(=N)N)CC(=O)N1CCC(CC1)C1=C(N(C=C1)S(N)(=O)=O)C(=O)O [1-(2-guanidinoacetyl)-4-piperidinyl]-1-sulfamoyl-pyrrole-2-carboxylic acid